2,4-dichloro-6-(2-(dibenzo[b,d]thiophen-1-yl)phenyl)-1,3,5-triazine ClC1=NC(=NC(=N1)Cl)C1=C(C=CC=C1)C1=CC=CC=2SC3=C(C21)C=CC=C3